CN(C1=CC=C(C=C1)/C=C/C=C/C1=CC(=[NH+]C(=C1)C)C)C 4-((1E,3E)-4-(4-dimethylaminophenyl)but-1,3-dien-1-yl)-2,6-dimethylpyridine-1-ium